3-(4-oxo-3H-pyrido[2,3-d]pyrimidin-2-yl)propionic acid trifluoroacetate FC(C(=O)O)(F)F.O=C1C2=C(N=C(N1)CCC(=O)O)N=CC=C2